Methyltriamylammonium hydroxide [OH-].C[N+](CCCCC)(CCCCC)CCCCC